propioic acid C(CC)(=O)O